C1(CCCCC1)C1=CC=C(C=C1)C1=C2C(=NNC2=CC=C1)NCC1=C(C(=O)O)C=CC=C1 (((4-(4-cyclohexylphenyl)-1H-indazol-3-yl)amino)methyl)benzoic acid